C(=O)C1=C(C=CC=C1)NC(CCC(=O)NC=1C=CC=C2C=CC=NC12)CC1=CC=CC=C1 4-((2-formylphenyl)amino)-5-phenyl-N-(quinoline-8-yl)valeramide